(indoline-4-carbonyl)-4-nitrobenzenesulfonohydrazide N1CCC=2C(=CC=CC12)C(=O)C1=C(C=CC(=C1)[N+](=O)[O-])S(=O)(=O)NN